3-(1H-pyrrolo[2,3-b]pyridin-2-yl)-1H-pyrazolo[4,3-c]pyridin-4-amine N1C(=CC=2C1=NC=CC2)C2=NNC1=C2C(=NC=C1)N